CN(C)C=C1C(CCC1=O)=O 2-(dimethylaminomethylene)cyclopentane-1,3-dione